C(=O)(C=C)NCCSSCCN (acryl)cystamine